FC=1C=C(CN2N=CC(=C2)CNC2=NC=3N([C@H](C(NC3C(=N2)C)=O)C)C)C=CC1F (7S)-2-(((1-(3,4-difluorobenzyl)-1H-pyrazol-4-yl)methyl)amino)-4,7,8-trimethyl-7,8-dihydropteridin-6(5H)-one